(S)-7-((4-amino-3-(3-fluoro-4-methoxyphenyl)-1H-pyrazolo[3,4-d]pyrimidin-1-yl)(cyclopropyl)methyl)-3-chloro-6-phenyl-5H-thiazolo[3,2-a]pyridin-5-one NC1=C2C(=NC=N1)N(N=C2C2=CC(=C(C=C2)OC)F)[C@H](C=2C=C1N(C(C2C2=CC=CC=C2)=O)C(=CS1)Cl)C1CC1